disodium magnesium ethylenediamine tetraacetate salt C(C)(=O)ON(CCN(OC(C)=O)OC(C)=O)OC(C)=O.[Mg].[Na].[Na]